BrC1=CC=C2C=CC(=NC2=C1)N(C)NC(=O)[C@H]1NN(CCC1)C([C@H](C)NC([C@H](C(C)C)O)=O)=O (2S)-N-[(1S)-2-[(3S)-3-[[(7-bromo-2-quinolinyl)-methyl-amino]carbamoyl]hexahydropyridazin-1-yl]-1-methyl-2-oxo-ethyl]-2-hydroxy-3-methyl-butanamide